(S)-2-(4-(5-chloro-2-(4-chloro-1H-1,2,3-triazol-1-yl)phenyl)-2,5-dioxopiperazin-1-yl)-3-(4-fluorophenyl)-N-(2-methyl-2H-indazol-5-yl)propanamide ClC=1C=CC(=C(C1)N1CC(N(CC1=O)[C@H](C(=O)NC1=CC2=CN(N=C2C=C1)C)CC1=CC=C(C=C1)F)=O)N1N=NC(=C1)Cl